tert-butyl ((1r,4r)-4-((4,4-dimethylpentyl)(2-(2,6-dioxopiperidin-3-yl)-1-oxoisoindolin-4-yl)amino)cyclohexyl)carbamate CC(CCCN(C1CCC(CC1)NC(OC(C)(C)C)=O)C1=C2CN(C(C2=CC=C1)=O)C1C(NC(CC1)=O)=O)(C)C